ClC1=C(C(=O)NCC(=O)N([2H])[C@@H](CC(C)C)B(O)O)C=C(C=C1)Cl N2-(2,5-Dichlorobenzoyl)-N-[(1R)-1-(dihydroxyboryl)-3-methylbutyl]glycinamide-d